[C@@H]1([C@H](O)[C@H](O)[C@H](O1)CO)N1C(=O)NC(=O)C=C1 1-β-D-ribofuranosyl-uracil